ethyl 2-(2-hydroxy-4-methoxyphenyl)acetate OC1=C(C=CC(=C1)OC)CC(=O)OCC